Ethyl 3-[4-methyl-4-(1H-pyrazol-3-yl)chroman-8-yl]propanoate CC1(CCOC2=C(C=CC=C12)CCC(=O)OCC)C1=NNC=C1